1'-(4-chloro-3-fluorophenyl)-1',2',4,5-tetrahydro-2H-spiro[furan-3,3'-pyrrolo[3,2-b]pyridine]-5'-carboxylic acid methyl ester COC(=O)C1=CC=C2C(=N1)C1(CN2C2=CC(=C(C=C2)Cl)F)COCC1